CN1CCN(CC1)C(=O)OC=1C=C2C(=NC=NC2=CC1OC)C1=CC=C(C=C1)NC(CC1=CC=C(C=C1)C(F)(F)F)=O 7-methoxy-4-(4-(2-(4-(trifluoromethyl)phenyl) acetamido)phenyl)quinazolin-6-yl 4-methylpiperazin-1-carboxylate